C(CCCCCO)O.[Na] sodium 1,6-hexanediol